C(=O)(O)CN1N=NC(=C1)CSC1=CC(=CC=C1)Cl 1-carboxymethyl-4-[3-(chloro)phenylthiomethyl]-1H-1,2,3-triazole